CS(=O)(=O)[O-].C(CCCCCCCCCCC)[N+]1=C(C=CC=C1)CCC 1-Dodecyl-2-propylpyridinium methanesulfonate